4-(2-bromo-4-fluorophenyl)-6-methyl-2-(thiazol-2-yl)-1,4-dihydropyrimidine-5-carboxylic acid ethyl ester C(C)OC(=O)C=1C(N=C(NC1C)C=1SC=CN1)C1=C(C=C(C=C1)F)Br